4-((R)-1-(5-fluoropyridin-2-yl)ethoxy)-6-(1-((S)-1-(2-hydroxy-2-methylpropanoyl)piperidin-3-yl)-5-methyl-1H-pyrazol-4-yl)-pyrazolo[1,5-a]pyridine-3-carbonitrile FC=1C=CC(=NC1)[C@@H](C)OC=1C=2N(C=C(C1)C=1C=NN(C1C)[C@@H]1CN(CCC1)C(C(C)(C)O)=O)N=CC2C#N